({(2R,4S)-2-[2-chloro-4-(4-chlorophenoxy)phenyl]-4-methyl-1,3-dioxolane-2-yl}methyl)-1H-1,2,4-triazole ClC1=C(C=CC(=C1)OC1=CC=C(C=C1)Cl)[C@]1(OC[C@@H](O1)C)CN1N=CN=C1